C(C)(C)(C)C1=CC=C(OP(=O)(OC2=C(C(=C(C(=C2F)F)F)F)F)N[C@@H](C)C(=O)OC2CCC(CC2)C(F)(F)F)C=C1 (1r,4S)-4-(trifluoromethyl)cyclohexyl ((4-(tert-butyl)phenoxy)(perfluorophenoxy)phosphoryl)-L-alaninate